7-(isoquinolin-7-yl)-8,9,10,11-tetrahydro-3H-pyrazolo[4,3-a]phenanthridine C1=NC=CC2=CC=C(C=C12)C1=NC2=CC=C3C(=C2C=2CCCCC12)C=NN3